but-2-enol pyrophosphate OP(O)(=O)OP(=O)(O)O.C(C=CC)O